1-(2-(4'-(3-methoxypropyl)-[1,1'-biphenyl]-4-yl)propan-2-yl)-3-(3-methylquinuclidin-3-yl)urea COCCCC1=CC=C(C=C1)C1=CC=C(C=C1)C(C)(C)NC(=O)NC1(CN2CCC1CC2)C